N-{3-Methyl-1-[2-(2-thienyl)ethyl]piperidin-4-yl}-N-phenylpropanamide CC1CN(CCC1N(C(CC)=O)C1=CC=CC=C1)CCC=1SC=CC1